CC1(C(N(C2=CC(=CC=C12)C(F)(F)F)CC1=CC(=C(C=C1)C=1C(=CC=CC1)S(=O)(=O)NC1=NOC(=C1C)C)COCC)=O)C 4'-((3,3-dimethyl-2-oxo-6-(trifluoromethyl)indolin-1-yl)methyl)-N-(4,5-dimethylisoxazol-3-yl)-2'-(ethoxymethyl)-[1,1'-biphenyl]-2-sulfonamide